4-((R)-3-((cyclobutylmethyl)amino)piperidin-1-yl)-1-(1-(4-(5-(2-methyl-pyrrolidin-1-yl)pyridin-3-yl)-1H-1,2,3-triazol-1-yl)ethyl)pyridin C1(CCC1)CN[C@H]1CN(CCC1)C1=CCN(C=C1)C(C)N1N=NC(=C1)C=1C=NC=C(C1)N1C(CCC1)C